FCS(=O)(=O)NC1CNCC1C 3-(fluoromethylsulfonylamino)-4-methyl-pyrrolidin